C(CCC)C=1CC2=CC=CC(=C2C1)[C-]1C=CC=C1.[CH-]1C=CC=C1.[Fe+2] 2-butyl-4-ferrocenylinden